C(C)(=O)N1C[C@@]2(CC1)N(C(CN(C2=O)C2=NC=C(C=C2)OC)=O)CC2=CC=C(C=C2)Cl (R)-2-acetyl-6-(4-chloro-benzyl)-9-(5-methoxy-pyridin-2-yl)-2,6,9-triazaspiro[4.5]decane-7,10-dione